CN1CCN(CC1)CCCOC1=CC2=C(N(C=N2)C2=CC=C(C=C2)NC(=O)N2N=C(C=C2N)C(C)(C)C)C=C1 5-amino-3-tert-butyl-pyrazole-1-carboxylic acid (4-{5-[3-(4-methyl-piperazin-1-yl)-propoxy]-benzoimidazol-1-yl}-phenyl)-amide